C(CC)NC(=O)C1=CN=CN1 N-propyl-1H-imidazole-5-formamide